N[C@H]1CN(CCC1)C1=C2C(=NC=C1)N(C(=N2)C2=CC(=C(C#N)C=C2)F)C2=CC=C(C=C2)C2CCCCC2 (R)-4-(7-(3-aminopiperidin-1-yl)-3-(4-cyclohexylphenyl)-3H-imidazo[4,5-b]pyridin-2-yl)-2-fluorobenzonitrile